tert-butyl (2S,3S,5S)-3-{[3-(2-ethyl-4-fluoro-7-hydroxy-1-oxoisoquinolin-6-yl)-1,2,4-triazin-6-yl](methyl)amino}-2-fluoro-8-azabicyclo[3.2.1]octane-8-carboxylate C(C)N1C(C2=CC(=C(C=C2C(=C1)F)C=1N=NC(=CN1)N([C@@H]1[C@@H](C2CC[C@@H](C1)N2C(=O)OC(C)(C)C)F)C)O)=O